OC=1C(C=C(OC1)CN1C(C2=CC=C(C=C2C1=O)C(F)(F)F)=O)=O 2-((5-hydroxy-4-oxo-4H-pyran-2-yl)methyl)-5-(trifluoromethyl)isoindoline-1,3-dione